2-{1-[(3-{[(2S)-oxetan-2-yl]methyl}-6-[5-(trifluoromethyl)-4H-1,2,4-triazol-3-yl]-3H-imidazo[4,5-c]pyridin-2-yl)methyl]piperidin-4-yl}pyridine O1[C@@H](CC1)CN1C(=NC2=C1C=NC(=C2)C2=NN=C(N2)C(F)(F)F)CN2CCC(CC2)C2=NC=CC=C2